FC(C1=CC=C(C=N1)N1CCC(CC1)C(=O)N)(F)F 1-[6-(trifluoromethyl)pyridin-3-yl]piperidine-4-carboxamide